COC1=C(C2=C(C=N1)SC=C2)C(=O)NC 5-methoxy-N-methyl-thieno[2,3-c]pyridine-4-carboxamide